N-[3-[5-cyclopropylsulfonyl-2-(difluoromethoxy)phenyl]-1-[[rac-(2R)-1-methylpyrrolidin-2-yl]methyl]pyrazol-4-yl]pyrazolo[1,5-a]pyrimidine-3-carboxamide C1(CC1)S(=O)(=O)C=1C=CC(=C(C1)C1=NN(C=C1NC(=O)C=1C=NN2C1N=CC=C2)C[C@@H]2N(CCC2)C)OC(F)F |r|